3-bromo-1-isopropyl-7-(1-(2-morpholinoethyl)-1H-pyrazol-4-yl)-1,6-naphthyridin-2(1H)-one BrC=1C(N(C2=CC(=NC=C2C1)C=1C=NN(C1)CCN1CCOCC1)C(C)C)=O